C(C)OC(CCC(=O)C1=NC2=C(C=CC=C2C(=C1O)Br)C1=CC(=CC=C1)F)=O 4-[4-bromo-8-(3-fluoro-phenyl)-3-hydroxy-quinolin-2-yl]-4-oxo-butyric acid ethyl ester